N[C@H](C(=O)O)CCC=1C=NC(=CC1)OC (2S)-2-amino-4-(6-methoxy-3-pyridyl)butanoic acid